ClC=1C=C(C=C(C1CC1=NN(C(C=C1)=O)C1=CC(=CC=C1)C(F)(F)F)Cl)N1N=C(C(NC1=O)=O)C#N 2-(3,5-Dichloro-4-((6-oxo-1-(3-(trifluoromethyl)phenyl)-1,6-dihydropyridazin-3-yl)methyl)Phenyl)-3,5-dioxo-2,3,4,5-tetrahydro-1,2,4-triazine-6-carbonitrile